1-(4-benzyl-3,4-dihydro-2H-benzo[b][1,4]oxazin-6-yl)-3-(1H-pyrrolo[3,2-b]pyridin-6-yl)urea C(C1=CC=CC=C1)N1C2=C(OCC1)C=CC(=C2)NC(=O)NC=2C=C1C(=NC2)C=CN1